OC=1C(=CC2=C(OCO2)C1)N1N=C2C(=N1)C=CC(=C2)OCCOC(C(=C)C)=O 2-[2-(6-hydroxybenzo[1,3]-dioxole-5-yl)-2H-benzotriazole-5-yloxy]ethylmethacrylate